2-(Azidomethyl)oxetane N(=[N+]=[N-])CC1OCC1